ClC=1C(=C(C=CC1CCl)NC(=O)C=1C(=NN(C1)C1=CC=C(C=C1)F)C)F N-[3-chloro-4-(chloromethyl)-2-fluorophenyl]-1-(4-fluorophenyl)-3-methyl-1H-pyrazole-4-carboxamide